[6-[4-[3-[(1r,2s)-4-(dimethylamino)-2-hydroxy-2-(1-naphthyl)-1-phenyl-butyl]-2-methoxy-6-quinolinyl]butoxy]-6-oxo-hexyl]-triphenyl-phosphonium CN(CC[C@]([C@H](C1=CC=CC=C1)C=1C(=NC2=CC=C(C=C2C1)CCCCOC(CCCCC[P+](C1=CC=CC=C1)(C1=CC=CC=C1)C1=CC=CC=C1)=O)OC)(C1=CC=CC2=CC=CC=C12)O)C